NC1=NC(=C2N=CN(C2=N1)CC(=O)NC1=CC(=NN1CC)C)NCC1=NC2=C(N1)C=CC(=C2)OC 2-(2-amino-6-(((5-methoxy-1H-benzo[d]imidazol-2-yl)methyl)amino)-9H-purin-9-yl)-N-(1-ethyl-3-methyl-1H-pyrazol-5-yl)acetamide